C(C)(C)C1=C(C=C(C=C1)C)N1/C(/SCC1=O)=N/C(OC1=CC=C(C=C1)[N+](=O)[O-])=O (Z)-4-nitrophenyl (3-(2-isopropyl-5-methylphenyl)-4-oxothiazolidin-2-ylidene)carbamate